C(C)(=O)OC1=C(C=C(C=C1)/C=C/C(=O)OC1=CC(=C(COC(\C=C\C2=CC(=C(C=C2)OC(C)=O)O)=O)C=C1)OC)O (E)-4-(((E)-3-(4-acetoxy-3-hydroxyphenyl)acryloyl)oxy)-2-methoxybenzyl-3-(4-acetoxy-3-hydroxyphenyl)acrylate